ClC=1N=C(C2=C(N1)N(CC2)C2=C(C(=C(C=C2)F)F)F)NC 2-chloro-N-methyl-7-(2,3,4-trifluorophenyl)-5,6-dihydropyrrolo[2,3-d]Pyrimidine-4-amine